C(C)C1=NC=2C(=NC(=CC2C)C)N1CC=1C=CC(=NC1)C=1C=C(C=CC1C(=O)O)C1=CC(=CC=C1)C 3-(5-((2-ethyl-5,7-dimethyl-3H-imidazo[4,5-b]pyridin-3-yl)methyl)pyridin-2-yl)-3'-methyl-[1,1'-biphenyl]-4-carboxylic Acid